OC[C@@H](C(=O)OC1C[C@H]2[C@@H]3O[C@@H]3[C@@H](C1)N2C)C2=CC=CC=C2 (1R,2R,4S,5S,7s)-9-methyl-3-oxa-9-azatricyclo[3.3.1.02,4]non-7-yl (2S)-3-hydroxy-2-phenylpropanoate